CC1=CC=CC(=N1)C1=C(N=CN1)C=1C=C2C=C(C=NC2=CC1)C1=CCC(CC1)N 4-[6-[5-(6-methyl-2-pyridyl)-1H-imidazol-4-yl]-3-quinolyl]cyclohex-3-en-1-amine